lithium 9-bromo-8-methoxy-1-propyl-5,6-dihydropyrrolo[2,1-a]isoquinoline-3-carboxylate hydroxide [OH-].BrC1=C(C=C2CCN3C(C2=C1)=C(C=C3C(=O)O)CCC)OC.[Li+]